tin (II) 3,5,5-trimethylhexanoate CC(CC(=O)[O-])CC(C)(C)C.[Sn+2].CC(CC(=O)[O-])CC(C)(C)C